NC1=NC(=CC(=N1)N1CCC2(C[C@H](NC2)C(=O)OCC)CC1)O[C@@H](C(F)(F)F)C1=CC=C(C=C1)C1=CC=C2C=CC=NC2=C1 (S)-ethyl 8-(2-amino-6-((R)-2,2,2-trifluoro-1-(4-(quinolin-7-yl)phenyl)ethoxy)pyrimidin-4-yl)-2,8-diazaspiro[4.5]decane-3-carboxylate